C(C)(C)(C)C1=CC=C(C=C1)N1N=CC=2C1=NC(=NC2NC(=O)C=2SC(=CC2)[N+](=O)[O-])C2=CC=C(C=C2)F N-(1-(4-(tert-butyl)phenyl)-6-(4-fluorophenyl)-1H-pyrazolo[3,4-d]pyrimidin-4-yl)-5-nitrothiophene-2-carboxamide